3-(3-fluoro-4-(4-(dipropylamino)piperidin-1-yl)phenyl)-1H-1,2,4-triazole-3,5-diamine FC=1C=C(C=CC1N1CCC(CC1)N(CCC)CCC)C1(NNC(=N1)N)N